C(CC1=C(C=CC(=C1)C)S(=O)(=O)O)C1=C(C=CC(=C1)C)S(=O)(=O)O ethane-1,2-diylbis(4-methylbenzenesulfonic acid)